FC1(NNC(N1N1CCC(CC1)N1CCCC1)N)N 3-fluoro-4-(4-(pyrrolidin-1-yl)piperidin-1-yl)-1H-1,2,4-triazole-3,5-diamine